CC(CC=CC1=CC=C(C=C1)C(C)C)CC1=CC=C(C=C1)C(C)C 4,4'-(4-Methylpent-1-ene-1,5-diyl)bis(isopropylbenzene)